FC(OC=1C=C(C=C(C1)F)B(O)O)F (3-(difluoromethoxy)-5-fluorophenyl)boronic acid